3-fluoro-6-methoxy-4-(1-(3-methyloxetan-3-yl)-6-(1H-pyrazol-1-yl)-1H-benzo[d]imidazol-2-yl)benzene-1,2-diol FC1=C(C(=C(C=C1C1=NC2=C(N1C1(COC1)C)C=C(C=C2)N2N=CC=C2)OC)O)O